(2S,5S)-5-(2-Benzoylamino-acetylamino)-4-oxo-1,2,4,5,6,7-hexahydro-azepino[3,2,1-hi]indole-2-carboxylic acid (1H-[1,2,3]triazol-ylmethyl)amide N1(N=NC=C1)CNC(=O)[C@H]1N2C3=C(C=CC=C3C1)CC[C@@H](C2=O)NC(CNC(C2=CC=CC=C2)=O)=O